5-(ethoxymethyl)-3-(1H-imidazol-2-yl)-2-phenyl-N-(tetrahydro-2H-pyran-4-yl)-1H-indol-7-amine C(C)OCC=1C=C2C(=C(NC2=C(C1)NC1CCOCC1)C1=CC=CC=C1)C=1NC=CN1